CN1C(C2=CC(=CC=C2C1)OC1CCNCC1)=O 2-methyl-6-(piperidin-4-yloxy)isoindolin-1-one